(2S,4R)-N-[[1-[(3-chlorophenyl)methyl]-2-piperidyl]methyl]-1-[(2R)-2-(4-cyclopropyltriazol-1-yl)-3,3-dimethyl-butanoyl]-4-hydroxy-pyrrolidine-2-carboxamide ClC=1C=C(C=CC1)CN1C(CCCC1)CNC(=O)[C@H]1N(C[C@@H](C1)O)C([C@@H](C(C)(C)C)N1N=NC(=C1)C1CC1)=O